Methanesulfonic acid 3-(1-cyclopropyl-1H-pyrazol-3-yl)-4-methoxy-5-nitrophenylmethyl ester C1(CC1)N1N=C(C=C1)C=1C=C(C=C(C1OC)[N+](=O)[O-])COS(=O)(=O)C